NC1=CC=C(C=C1)S(=O)(=O)N1C(CN(CC1)C(C1=CC(=C(C(=C1)O)O)O)=O)C(=O)NCC=1OC=CC1 1-((4-aminophenyl)sulfonyl)-N-(furan-2-ylmethyl)-4-(3,4,5-trihydroxybenzoyl)piperazine-2-carboxamide